tert-butyl N-{1-[3-(3,5-difluoro-phenyl)-6-(tetramethyl-1,3,2-dioxaborolan-2-yl)quinolin-4-yl]piperidin-4-yl}carbamate FC=1C=C(C=C(C1)F)C=1C=NC2=CC=C(C=C2C1N1CCC(CC1)NC(OC(C)(C)C)=O)B1OC(C(O1)(C)C)(C)C